3,6-Dimethylphenanthridine CC=1C=CC2=C3C=CC=CC3=C(N=C2C1)C